6-(dimethylamino)-3-hydroxy-2-naphthaldehyde CN(C=1C=C2C=C(C(=CC2=CC1)C=O)O)C